Benzyl 3-formylazetidin-1-carboxylate C(=O)C1CN(C1)C(=O)OCC1=CC=CC=C1